N1(CCC2=CC=CC=C12)S(=O)(=O)C=1C=C(C(=O)NC2=C(C=CC=C2)N2C(CCC2)=O)C=CC1 3-(indolin-1-ylsulfonyl)-N-(2-(2-oxopyrrolidin-1-yl)phenyl)benzamide